Tert-butyl N-[(1S)-3-carbamoyl-1-[[(1S)-1-(4-methanesulfonylphenyl)ethyl]carbamoyl]propyl]carbamate C(N)(=O)CC[C@@H](C(N[C@@H](C)C1=CC=C(C=C1)S(=O)(=O)C)=O)NC(OC(C)(C)C)=O